2-cyano-5-hydroxypentanal C(#N)C(C=O)CCCO